tertbutyl 7-methylsulfonyloxy-5-oxa-2-azaspiro[3.4]octane-2-carboxylate CS(=O)(=O)OC1COC2(CN(C2)C(=O)OC(C)(C)C)C1